C(C)(=O)NC=1SC(=CN1)CN1CCC(CC1)C(=O)NC1=CC=C(C=C1)Cl 1-((2-acetamidothiazol-5-yl)methyl)-N-(4-chlorophenyl)piperidine-4-carboxamide